FC1=CC=C(S1)CC[C@]1(CN(CC1)C(C)(C)C=1C=NC(=CC1)C)CNC(=N)N |o1:8| (R or S)-1-((3-(2-(5-fluoro-thiophen-2-yl)ethyl)-1-(2-(6-methylpyridin-3-yl)propan-2-yl)pyrrolidin-3-yl)methyl)guanidine